O[C@H](C\C=C/C\C=C/CCCCCCCCCCCCCCC(=O)[O-])\C=C\C=C\C#C[C@H](C\C=C/CC)O.[Na+] Natrium (16Z,19Z,22R,23E,25E,29S,31Z)-22,29-dihydroxytetratriaconta-16,19,23,25,31-pentaen-27-ynoat